N1(CC(CC1)C(=O)N)C(=O)N pyrrolidine-1,3-dicarboxamide